O1N=CN=C1C1=NC=CC=N1 1,2,4-oxadiazol-5-yl-pyrimidine